C(C)NC=1C=C(C=C2C(C(NC12)=O)(N1C[C@@H](CCC1)NC1=CC(=CC=C1)OS(=O)(=O)F)C)F 7-(ethylamino)-5-fluoro-3-methyl-2-oxo-3-[(3R)-3-(3-fluorosulfonyloxyanilino)-1-piperidyl]indoline